acryloxymethylphenethyltrimethoxysilan C(C=C)(=O)OCCO[Si](OC)(OC)CCC1=CC=CC=C1